Cl.Cl.N(=NC(C)(C)C1=NCCCN1)C(C)(C)C1=NCCCN1 2,2'-azobis[2-(3,4,5,6-tetrahydropyrimidin-2-yl)propane] Dihydrochloride salt